C1(=CC=CC=C1)C1=NC(=NC(=N1)C1=CC=CC=C1)N1C2=CC=CC=C2NC=2C=CC=CC12 10-(4,6-diphenyl-1,3,5-triazin-2-yl)-10H-phenazine